COC1=C(CNC=2C3=C(N=CN2)C(=CN3C3=CC=C(CNC(C2=C(C=CC(=C2)F)OC)=O)C=C3)C(C)C)C=CC(=C1)OC N-(4-(4-((2,4-dimethoxybenzyl)amino)-7-isopropyl-5H-pyrrolo[3,2-d]pyrimidin-5-yl)benzyl)-5-fluoro-2-methoxybenzamide